C(C)(=O)OCC(=O)NC=1C=NC(=CC1C(C)=O)OC 2-((4-Acetyl-6-methoxypyridin-3-yl)amino)-2-oxoethyl acetate